NC1=NN(C2=CN=C(C=C21)Br)C(=O)OC(C)(C)C tert-butyl 3-amino-5-bromo-1H-pyrazolo[3,4-c]pyridine-1-carboxylate